N1(C=CC=2C1=NC=CC2)C2=NC(=NC=C2)NC=2C(=CC(=C(C2)NC(\C=C\CN2CCOCC2)=O)C)OC (E)-N-(5-((4-(1H-pyrrolo[2,3-b]pyridin-1-yl)pyrimidin-2-yl)amino)-4-methoxy-2-methylphenyl)-4-morpholinobut-2-enamide